O=C([C@H](O)[C@@H](O)[C@H](O)[C@H](O)C(=O)O)O.C(O)CN mono-ethanolamine glucarate